FCCOC1=CC=C(C=C1)[C@@H](C1CCN(CC1)C(=O)C=1C=CC2=C(NC(CO2)=O)C1)C1=CC=CC=C1 6-[4-[(S)-[4-(2-fluoroethoxy)phenyl]-phenylmethyl]piperidine-1-carbonyl]-4H-1,4-benzoxazin-3-one